FC1(CN2C(OC1)=C(C(=N2)C2=CC=C(C=C2)F)C2=C1C(=NC=C2)NN=C1)F 6,6-difluoro-2-(4-fluorophenyl)-3-(1H-pyrazolo[3,4-b]pyridin-4-yl)-5,7-dihydropyrazolo[5,1-b][1,3]oxazine